Chloroamine ClN